BrC=1C(=NN(C1)C1=CC=C(N=N1)N)C(F)(F)F 6-[4-bromo-3-(trifluoromethyl)pyrazol-1-yl]Pyridazin-3-amine